CS(=O)(=O)OCC=1C=2N(C=C(N1)C)C=C(N2)NC(=O)C2=CC=C(C1=CN(N=C21)C)N2CCC(CC2)N(C2CC2)C(=O)OC(C)(C)C [2-[[4-[4-[tert-butoxycarbonyl(cyclopropyl)amino]-1-piperidyl]-2-methyl-indazole-7-carbonyl]amino]-6-methyl-imidazo[1,2-a]pyrazin-8-yl]methyl methanesulfonate